ClC1=C(C=C2C=NC=NC2=C1I)C(F)(F)F 7-chloro-8-iodo-6-(trifluoromethyl)quinazoline